[Si](C)(C)(C(C)(C)C)OCCN1CCC(CC1)N1C(C2=CN=C(C=C2C=C1)C1=CC2=CN(N=C2C(=C1)C)C)=O 2-(1-(2-((tert-butyldimethylsilyl)oxy)ethyl)piperidin-4-yl)-6-(2,7-dimethyl-2H-indazol-5-yl)-2,7-naphthyridin-1(2H)-one